ClC1=C(C=C(C=C1)C(CNC1CCC(CC1)(C)O)C1=CC=CC=C1)C=1C(=CC=C(C1F)OCCOC)C#N 2'-Chloro-6-fluoro-5'-(2-(((1r,4r)-4-hydroxy-4-methylcyclohexyl)amino)-1-phenylethyl)-5-(2-methoxyethoxy)-[1,1'-biphenyl]-2-carbonitrile